C(C)OC(C1=C(N=C(C=C1)C(F)(F)Cl)COCC1=NN(C=N1)C)=O 6-(chlorodifluoromethyl)-2-(((1-methyl-1H-1,2,4-triazol-3-yl)methoxy)methyl)nicotinic acid ethyl ester